2-vinyl-5-(trans-2-(2-methoxy-4-dimethylaminophenyl)vinyl)thiophene tert-butyl-(2-(((dimethylamino)methylene)amino)-2-oxoethyl)carbamate C(C)(C)(C)N(C(O)=O)CC(=O)N=CN(C)C.C(=C)C=1SC(=CC1)\C=C\C1=C(C=C(C=C1)N(C)C)OC